1-ethyl-N-((1S)-(6-((5-methyl-2-oxopiperidin-3-yl)methyl)imidazo[1,2-b]pyridazin-2-yl)((1r,4S)-4-methylcyclohexyl)methyl)-1H-pyrazole-5-carboxamide C(C)N1N=CC=C1C(=O)N[C@@H](C1CCC(CC1)C)C=1N=C2N(N=C(C=C2)CC2C(NCC(C2)C)=O)C1